(R)-3-(4-fluorophenyl)-beta-alanine FC1=CC=C(C=C1)[C@H](N)CC(=O)O